2-fluoro-4-(6-methoxypyridin-3-yl)-5-(trifluoromethyl)aniline tert-butyl-(S)-(1-cyclohexyl-2-((5-(1,4-dimethyl-1H-pyrazol-5-yl)pyridin-2-yl)amino)-2-oxoethyl)carbamate C(C)(C)(C)N(C(O)=O)[C@H](C(=O)NC1=NC=C(C=C1)C1=C(C=NN1C)C)C1CCCCC1.FC1=C(N)C=C(C(=C1)C=1C=NC(=CC1)OC)C(F)(F)F